ClC1=C2C(=NC(=C1)C(=O)OC)C=CN2 methyl 7-chloro-1H-pyrrolo[3,2-b]pyridine-5-carboxylate